4-{[11-oxo-11-(2,3,5,6-tetrafluorophenoxy)undecyl]Carbamoyl}-2-[4,7,10-tris(carboxymethyl)-1,4,7,10-tetraazacyclododec-1-yl]Butyric acid O=C(CCCCCCCCCCNC(=O)CCC(C(=O)O)N1CCN(CCN(CCN(CC1)CC(=O)O)CC(=O)O)CC(=O)O)OC1=C(C(=CC(=C1F)F)F)F